C(N)(=O)C=1N=C(SC1)COC1=CC=C(C=C1)C(C)(C)C1=CC=C(OCCCNC(OC(C)(C)C)=O)C=C1 tert-butyl (3-(4-(2-(4-((4-carbamoylthiazol-2-yl)methoxy)phenyl)propan-2-yl)phenoxy)propyl)carbamate